N1=C(N=CC=C1)C=1N=NC(=NN1)C1=CC=C(C=C1)C(F)(F)F 3-(2-pyrimidinyl)-6-(4-trifluoromethylphenyl)-1,2,4,5-tetrazine